C(C)N1C(N\C(\C1=O)=C/C1=CSC=C1)=S (Z)-3-ethyl-5-(thiophen-3-ylmethylene)-2-thioxoimidazolidin-4-one